BrC1=CN=C2N1N=C(C=C2)NC([O-])=O (3-bromoimidazo[1,2-b]pyridazin-6-yl)carbamate